O=C1NC(CCC1N1C(C2=CC=C(C=C2C1=O)N1CC(C1)C(=O)OC(C)(C)C)=O)=O tert-butyl 1-(2-(2,6-dioxopiperidin-3-yl)-1,3-dioxoisoindolin-5-yl)azetidine-3-carboxylate